2-(3-chloropyridin-4-yl)-N-[4-(4-cyano-1H-pyrazol-1-yl)-3-sulfamoylphenyl]acetamide tin bismuth lead [Pb].[Bi].[Sn].ClC=1C=NC=CC1CC(=O)NC1=CC(=C(C=C1)N1N=CC(=C1)C#N)S(N)(=O)=O